CC1(COB(OC1)C1=CC=C(C=C1)C1=CC=C(C=C1)B1OCC(CO1)(C)C)C 4,4'-bis(5,5-dimethyl-1,3,2-dioxaborinan-2-yl)biphenyl